C(C1=CC=CC=C1)N1CCC(CC1)(C(=O)OC(C)(C)C)O tert-butyl 1-benzyl-4-hydroxypiperidine-4-carboxylate